CC(C(CO)=C)C 3-methyl-2-methylenebutanol